(2R,4R)-2-[[2-[(4,4-difluorocyclohexyl)amino]-1-(4-isopropyl-1,2,4-triazol-3-yl)-2-oxo-ethyl]-[4-(pentafluoro-λ6-sulfanyl)phenyl]carbamoyl]-4-methoxy-pyrrolidine-1-carboxylate FC1(CCC(CC1)NC(C(C1=NN=CN1C(C)C)N(C(=O)[C@@H]1N(C[C@@H](C1)OC)C(=O)[O-])C1=CC=C(C=C1)S(F)(F)(F)(F)F)=O)F